6-(2-((2-(2,6-dioxo-piperidin-3-yl)-1,3-dioxoisoindolin-4-yl)oxy)acetamido)-N-((8-hydroxy-5-methylquinolin-7-yl)(pyridin-3-yl)-methyl)spiro[3.3]-heptane-2-carboxamide O=C1NC(CCC1N1C(C2=CC=CC(=C2C1=O)OCC(=O)NC1CC2(CC(C2)C(=O)NC(C=2C=NC=CC2)C2=CC(=C3C=CC=NC3=C2O)C)C1)=O)=O